C(C)C1(C=CC=C1)[Hf](NC(CC)CC)(NC(CC)CC)C1(C=CC=C1)CC Bis(ethylcyclopentadienyl)bis(diethylmethylamino)hafnium